(R)-2-(3,3-dimethyl-4-(5-oxo-4,5-dihydropyrazine-2-carbonyl)piperazin-1-yl)-N-(5-(4-fluorophenoxy)pyridin-2-yl)propanamide CC1(CN(CCN1C(=O)C=1N=CC(NC1)=O)[C@@H](C(=O)NC1=NC=C(C=C1)OC1=CC=C(C=C1)F)C)C